ClC1=C(C=CC(=C1)Cl)S(=O)(=O)N1C[C@@H]([C@@](C1)(CO)O)S(=O)(=O)C1=C(C=C(C#N)C=C1)F 4-(((3S,4R)-1-((2,4-dichlorophenyl)sulfonyl)-4-hydroxy-4-(hydroxymethyl)pyrrolidin-3-yl)sulfonyl)-3-fluorobenzonitrile